Cl.NC(CO)(CO)CO (2-amino-2-(hydroxymethyl)propane-1,3-diol)-HCl